N1(N=CN=C1)C(=O)N1C(CCC1)CN1N=C(C(=C1N)C(=O)N)C1=CC=C(C=C1)CNC(C1=C(C=CC(=C1)F)OC)=O 1-((1-(1H-1,2,4-triazole-1-carbonyl)pyrrolidin-2-yl)methyl)-5-amino-3-(4-((5-fluoro-2-methoxybenzamido)methyl)phenyl)-1H-pyrazole-4-carboxamide